CNC=1NN=CC1 methyl-(2H-pyrazol-3-yl)-amine